4-(3-fluoro-5-(4,4,5,5-tetramethyl-1,3,2-dioxaborolan-2-yl)phenyl)pyridine FC=1C=C(C=C(C1)B1OC(C(O1)(C)C)(C)C)C1=CC=NC=C1